C(C(=O)F)(=O)F.[Li] lithium oxalyl difluoride